3-fluoro-5-methoxy-2'-methyl-3'-(4,4,5,5-tetramethyl-1,3,2-dioxaborolan-2-yl)-[1,1'-biphenyl]-4-carbaldehyde FC=1C=C(C=C(C1C=O)OC)C1=C(C(=CC=C1)B1OC(C(O1)(C)C)(C)C)C